2-(4-azido-2-(methylthio)pyrimidin-5-yl)-3-((tert-butyldimethylsilyl)oxy)-2-methylpropan-1-ol N(=[N+]=[N-])C1=NC(=NC=C1C(CO)(CO[Si](C)(C)C(C)(C)C)C)SC